2,3-dibromomethylquinoxaline-6-carboxamide BrCC1=NC2=CC=C(C=C2N=C1CBr)C(=O)N